[2-amino-5-(trifluoromethyl)-3-pyridyl]-pyrrolidin-1-yl-methanone NC1=NC=C(C=C1C(=O)N1CCCC1)C(F)(F)F